ClC1=NC(=NC(=C1)OC1=C(C=CC=C1)OC)C1=CC=CC=C1 4-chloro-6-(2-methoxyphenoxy)-2-phenylpyrimidine